C(#N)CCOP(O)(=O)CC\C=C(\CO[Si](C1=CC=CC=C1)(C1=CC=CC=C1)C(C)(C)C)/C.C(C)N(CC)CC Triethylamine 2-cyanoethyl-(E)-(5-((tert-butyldiphenylsilyl)oxy)-4-methylpent-3-en-1-yl)phosphonate